tert-Butyl 3-[2-methyl-4-(methylaminomethyl)pyrazol-3-yl]propanoate CN1N=CC(=C1CCC(=O)OC(C)(C)C)CNC